3-methyl-6-nitrocatechol CC1=C(C(O)=C(C=C1)[N+](=O)[O-])O